ClCCC(=O)N[C@@H](CC1=CC=CC=C1)C(=O)O N-(3-chloropropoyl)-L-phenylalanine